3-(5-(((1S,2R)-2-(3-(1H-indazol-4-yl)azetidin-1-yl)cyclohexyl)oxy)-1-oxoisoindolin-2-yl)piperidine-2,6-dione N1N=CC2=C(C=CC=C12)C1CN(C1)[C@H]1[C@H](CCCC1)OC=1C=C2CN(C(C2=CC1)=O)C1C(NC(CC1)=O)=O